5-((3-(4-(2-(4-bromophenyl)propan-2-yl)thiazol-2-yl)ureido)methyl)-2-(piperazin-1-yl)benzamide BrC1=CC=C(C=C1)C(C)(C)C=1N=C(SC1)NC(NCC=1C=CC(=C(C(=O)N)C1)N1CCNCC1)=O